ClC1=CC=C(C=C1)C1=CC(=CC=C1)N1C2=CC=CC=C2C=2C=CC=CC12 9-(4'-chloro-biphenyl-3-yl)-9H-carbazole